boc-L-prolinal C(=O)(OC(C)(C)C)N1[C@@H](CCC1)C=O